NC1=NC(=NN1)N1CC(C1)[C@](CNC1=CC(=NC=2N1N=C(C2)C(F)(F)F)C(F)(F)F)(C)C2=CC=CC=C2 (R)-N-(2-(1-(5-amino-1H-1,2,4-triazol-3-yl)azetidin-3-yl)-2-phenylpropyl)-2,5-bis(trifluoromethyl)pyrazolo[1,5-a]pyrimidin-7-amine